(3-(4-aminobenzyl)indolin-1-yl)methanol NC1=CC=C(CC2CN(C3=CC=CC=C23)CO)C=C1